NCCNC1=NC(=C2C(=N1)N(N=C2)C)NCCC2=CC1=C(OCO1)C=C2 N6-(2-aminoethyl)-N4-[2-(2H-1,3-benzodioxol-5-yl)ethyl]-1-methyl-1H-pyrazolo[3,4-d]pyrimidine-4,6-diamine